6-(chloromethyl)-2,3-dihydro-1H,5H-pyrido[3,2,1-ij]quinolin-5-one ClCC1=CC=2C=CC=C3CCCN(C23)C1=O